ammonium besylate S(=O)(=O)([O-])C1=CC=CC=C1.[NH4+]